methyl 2-(3-(4-fluorophenoxy)azetidine-1-sulfonamido)-5-formylbenzoate FC1=CC=C(OC2CN(C2)S(=O)(=O)NC2=C(C(=O)OC)C=C(C=C2)C=O)C=C1